(4-bromophenyl)cyclopropane-1-carbaldehyde BrC1=CC=C(C=C1)C1(CC1)C=O